2-methyl-4,6-dinonylphenol CC1=C(C(=CC(=C1)CCCCCCCCC)CCCCCCCCC)O